6-(2-amino-6-fluoro-5-(4-(hexahydro-1H-pyrrolo[1,2-a][1,4]diazepin-2(3H)-yl)phenyl)pyridin-3-yl)-3,4-dihydroisoquinolin-1(2H)-one NC1=NC(=C(C=C1C=1C=C2CCNC(C2=CC1)=O)C1=CC=C(C=C1)N1CC2N(CCC1)CCC2)F